C1(=CC=CC=C1)C=1C(=NC=CN1)C(=O)N1[C@@H]2[C@@H](C[C@H](C1)C2)NC2=NC=C(N=C2)C(F)(F)F (3-phenylpyrazin-2-yl)((1S,4S,6R)-6-((5-(trifluoromethyl)pyrazin-2-yl)amino)-2-azabicyclo[2.2.1]heptan-2-yl)methanone